5-bromo-3-(bromomethyl)pyridin-2-amine hydrobromide Br.BrC=1C=C(C(=NC1)N)CBr